3-(5-((7-((3aR,7aS)-octahydro-2H-isoindol-2-yl)heptyl)thio)-1-oxoisoindolin-2-yl)piperidine-2,6-dione C1N(C[C@@H]2CCCC[C@H]12)CCCCCCCSC=1C=C2CN(C(C2=CC1)=O)C1C(NC(CC1)=O)=O